C(=O)(OC(C)(C)C)N1CCC(CC1)CO N-Boc-4-piperidine-methanol